6-(2,5-dimethyl-4-(4-morpholinyl)thiophene-3-carboxamido)spiro[3.3]Heptane-2-carboxylic acid methyl ester COC(=O)C1CC2(C1)CC(C2)NC(=O)C2=C(SC(=C2N2CCOCC2)C)C